CN(S(=O)(=O)C)C12CC(C1)(C2)N2C(N1[C@@H](CNCC1)C2)=O (S)-N-methyl-N-(3-(3-oxohexahydroimidazo[1,5-a]pyrazin-2(3H)-yl)bicyclo[1.1.1]pentane-1-yl)methanesulfonamide